2-{5-[Methyl(piperidin-4-yl)amino][1,3]thiazolo[5,4-d][1,3]thiazol-2-yl}-5-([1,2,4]triazolo[4,3-a]pyridin-6-yl)pyridin-3-ol Hydrochlorid Cl.CN(C=1SC2=C(N1)SC(=N2)C2=NC=C(C=C2O)C=2C=CC=1N(C2)C=NN1)C1CCNCC1